ClC1=C2C=C(NC2=CC=C1Cl)C(=O)OC 2-Methyl 4,5-dichloro-1H-indole-2-carboxylate